NC1=C(C(N(C2=CC(=CC=C12)Br)C1=CC2=C(COC2)C=C1)=O)C(=O)OC methyl 4-amino-7-bromo-1-(1,3-dihydro-2-benzofuran-5-yl)-2-oxo-1,2-dihydroquinoline-3-carboxylate